CCCCC/C=C\C/C=C\CCCCCCCCCCCC(=O)OC[C@H](COP(=O)(O)OC[C@H](CO)O)OC(=O)CCCCCCC/C=C\CCCC 1-(13Z,16Z-docosadienoyl)-2-(9Z-tetradecenoyl)-glycero-3-phospho-(1'-sn-glycerol)